4-(trifluoromethyl)-benzenesulfonyl chloride FC(C1=CC=C(C=C1)S(=O)(=O)Cl)(F)F